1-((R)-3'-(2-((5S)-2-(2,4-difluorophenyl)-5-methylpyrrolidin-1-yl)-2-oxoethyl)-2',4'-dioxo-2,3-dihydrospiro[indene-1,5'-oxazolidine]-5-yl)-3-methylurea FC1=C(C=CC(=C1)F)C1N([C@H](CC1)C)C(CN1C(O[C@]2(C1=O)CCC1=CC(=CC=C12)NC(=O)NC)=O)=O